[Si](C)(C)(C(C)(C)C)OC(=C)C1=C2N=CC=NC2=CC=C1 5-(1-((tert-butyldimethylsilyl)oxy)vinyl)quinoxaline